2-chloro-4,6-diamino-5-cyanopyrimidine ClC1=NC(=C(C(=N1)N)C#N)N